6-((exo-8-Azabicyclo[3.2.1]octan-3-yl)oxy)-N-(4-([1,2,4]triazolo[1,5-a]pyridin-7-yloxy)-2-fluoro-3-methylphenyl)-7-ethoxyquinazolin-4-amine C12CC(CC(CC1)N2)OC=2C=C1C(=NC=NC1=CC2OCC)NC2=C(C(=C(C=C2)OC2=CC=1N(C=C2)N=CN1)C)F